8-bromo-3-methylcinnoline-5-amine BrC1=CC=C(C=2C=C(N=NC12)C)N